ethyl 5-(5-methyl-1,3,4-oxadiazol-2-yl)-5-azaspiro[2.5]octane-8-carboxylate CC1=NN=C(O1)N1CC2(CC2)C(CC1)C(=O)OCC